methyl 2-(1H-indazol-1-yl)propanoate N1(N=CC2=CC=CC=C12)C(C(=O)OC)C